(S)-3-fluoropyrrolidin F[C@@H]1CNCC1